1-[(4S)-4-(7-fluoro-1,3-benzoxazol-2-yl)-1,4,6,7-tetrahydroimidazo[4,5-c]pyridin-5-yl]-3-thiazol-2-yl-propan-1-one FC1=CC=CC=2N=C(OC21)[C@H]2N(CCC1=C2N=CN1)C(CCC=1SC=CN1)=O